(S)-N-(4-(1-(2-chloroisonicotinoyl)-3-methyl-1,2,3,6-tetrahydropyridin-4-yl)-1H-pyrrolo[2,3-b]pyridin-6-yl)cyclopropylcarboxamide ClC=1C=C(C(=O)N2C[C@H](C(=CC2)C2=C3C(=NC(=C2)NC(=O)C2CC2)NC=C3)C)C=CN1